[Al].C(C(C)C)P(=O)(O)CC(C)C diisobutylhypophosphorous acid aluminum